IC1=CC2=C(N=CN=C2OC)N1 6-iodo-4-methoxy-7H-pyrrolo[2,3-d]pyrimidine